1-[4-(4,4,5,5-tetramethyl-1,3,2-dioxaborolan-2-yl)pyrazol-1-yl]propan-2-ol CC1(OB(OC1(C)C)C=1C=NN(C1)CC(C)O)C